(3-(((tert-butyldimethylsilyl)oxy)methyl)phenyl)carbamic acid tert-butyl ester C(C)(C)(C)OC(NC1=CC(=CC=C1)CO[Si](C)(C)C(C)(C)C)=O